FC1(CCC(CC1)C1=NC(=NC(=C1)C)NC(C1=C(C=C(C=C1)NS(=O)(=O)CCO)N1CCC2(CC2)CC1)=O)F N-(4-(4,4-difluorocyclohexyl)-6-methylpyrimidin-2-yl)-4-((2-hydroxyethyl)sulfonamido)-2-(6-azaspiro[2.5]octan-6-yl)benzamide